C(C1=CC=CC=C1)(=O)N1[C@@](C[C@H](C1)F)(C(=O)OC)C methyl (2S,4R)-1-benzoyl-4-fluoro-2-methyl-pyrrolidine-2-carboxylate